3-(4-((8-chloro-[1,2,4]triazolo[4,3-a]pyridin-3-yl)thio)butoxy)-7-methoxy-2-(4-methoxyphenyl)-4H-chromen-4-one ClC=1C=2N(C=CC1)C(=NN2)SCCCCOC2=C(OC1=CC(=CC=C1C2=O)OC)C2=CC=C(C=C2)OC